1-(4-(2-hydroxypropan-2-yl)benzyl)-4-(propane-1-yn-1-yl)-1H-Indazole-7-carboxylic acid methyl ester COC(=O)C=1C=CC(=C2C=NN(C12)CC1=CC=C(C=C1)C(C)(C)O)C#CC